3-(2-chloro-5-methoxy-4-pyridyl)-3-hydroxy-6-(trifluoromethyl)indolin-2-one ClC1=NC=C(C(=C1)C1(C(NC2=CC(=CC=C12)C(F)(F)F)=O)O)OC